C1(=CC=CC=C1)P(C1=C(OC2=C(C=CC=C2)P(C2=CC=CC=C2)C2=CC=CC=C2)C=CC=C1)C1=CC=CC=C1 {2-(2-(diphenylphosphanyl)phenoxy)phenyl}diphenylphosphane